C(CCCNC1=C(C(=C(C(=O)N)C=C1)OC)N)NC1=C(C(=C(C(=O)N)C=C1)OC)N 4,4'-(Butane-1,4-diylbis(azanediyl))bis(3-amino-2-methoxybenzamide)